C(C)(C)(C)OC(COC=1C=C(C=CC1)C1=NC=CC(=N1)N(C=1C=C2C=NN(C2=CC1)C(=O)OC(C)(C)C)C(=O)OC(C)(C)C)=O tert-butyl 5-((2-(3-(2-(tert-butoxy)-2-oxoethoxy)phenyl)pyrimidin-4-yl)(tert-butoxycarbonyl)amino)-1H-indazole-1-carboxylate